(±)-trans-N-[8-(benzhydrylideneamino)-6-(4-methylisothiazol-5-yl)-3-isoquinolyl]-2-cyano-cyclopropanecarboxamide C(C1=CC=CC=C1)(C1=CC=CC=C1)=NC=1C=C(C=C2C=C(N=CC12)NC(=O)[C@H]1[C@@H](C1)C#N)C1=C(C=NS1)C |r|